ethyl 3-ethoxypropionate (ethyl-3-ethoxy propionate) C(C)C(C(=O)O)COCC.C(C)OCCC(=O)OCC